COC=1C=C2C(=NN=C(C2=CC1)C1=C(C=C(C=C1)C(F)(F)F)O)N[C@H]1CN(CCC1)C (R)-2-(6-methoxy-4-((1-methylpiperidin-3-yl)amino)phthalazin-1-yl)-5-(trifluoromethyl)phenol